6-[8-(1,3-benzothiazol-2-ylcarbamoyl)-3,4-dihydroisoquinolin-2(1H)-yl]-3-{3-[(3,3-dimethylcyclohexyl)oxy]-2-methylphenyl}pyridine-2-carboxylic acid tert-butyl ester C(C)(C)(C)OC(=O)C1=NC(=CC=C1C1=C(C(=CC=C1)OC1CC(CCC1)(C)C)C)N1CC2=C(C=CC=C2CC1)C(NC=1SC2=C(N1)C=CC=C2)=O